Methyl 4-((1S,3S,5R)-3-ethoxy-8-azabicyclo[3.2.1]octan-1-yl)benzoate C(C)O[C@@H]1C[C@@]2(CC[C@H](C1)N2)C2=CC=C(C(=O)OC)C=C2